2-(3-bromophenoxy)-9-(4-(tert-butyl)pyridine-2-yl)-9H-carbazole BrC=1C=C(OC2=CC=3N(C4=CC=CC=C4C3C=C2)C2=NC=CC(=C2)C(C)(C)C)C=CC1